CC1=CC=C(C=C1)S(=O)(=O)OCC/C=C\1/C(N(CC1)C=1C=C2C(=NC=NC2=CC1)NC1=CC(=C(C=C1)OC1=CC=2N(C=C1)N=CN2)C)=O 3-[(3E)-1-{4-[(3-methyl-4-{[1,2,4]triazolo[1,5-a]pyridin-7-yloxy}phenyl)amino]quinazolin-6-yl}-2-oxopyrrolidin-3-ylidene]propyl 4-methylbenzenesulfonate